BrC1=C(C=C(C=C1)C(CCC(=O)OC)C#N)C#N methyl 4-(4-bromo-3-cyanophenyl)-4-cyanobutanoate